tetradec-1-en-4-ol C=CCC(CCCCCCCCCC)O